N1[C@@H](CCC1)C(=O)N1CCN(CC1)C1=CC(=C(CN2C(C(=C(C2O)Cl)Cl)=O)C=C1)C 1-(4-(4-(L-prolyl)piperazin-1-yl)-2-methylbenzyl)-3,4-dichloro-5-hydroxy-1,5-dihydro-2H-pyrrol-2-one